NC=1C(=C(C(=CC1)F)NC=1C(=C2C(N(C=NC2=CC1)C)=O)Cl)Cl 6-((3-amino-2-chloro-6-fluorophenyl)amino)-5-chloro-3-methylquinazolin-4(3H)-one